C(OCC(=O)OC)([O-])=O methoxycarbonylmethyl carbonate